C(=O)OC(CNC1(CC1)C([2H])([2H])[2H])(C)C 1-(methyl-d3)cyclopropylaminotert-butyl formate